4-chloro-3-(chloromethyl)-5-methylisoxazole ClC=1C(=NOC1C)CCl